FC1=C(C=C(C(=C1)C)C1=CC(=NC(=C1)N1CCOCC1)C=1C=NN(C1)C)NC(=O)N1C[C@H](CC1)C(C(F)(F)F)(F)F (3S)-N-{2-fluoro-4-methyl-5-[2-(1-methylpyrazol-4-yl)-6-(morpholin-4-yl)pyridin-4-yl]phenyl}-3-(1,1,2,2,2-pentafluoroethyl)pyrrolidine-1-carboxamide